2-(tert-butyl) 3-methyl (2S,3S)-1-(6-methyl-4-(trifluoromethyl)pyridin-2-yl)-5-oxopyrrolidine-2,3-dicarboxylate CC1=CC(=CC(=N1)N1[C@@H]([C@H](CC1=O)C(=O)OC)C(=O)OC(C)(C)C)C(F)(F)F